C(C)C(C(CC)(C)C)OC(C)=O.C(C)(=O)O acetic acid (1-ethyl-2,2-dimethyl-butyl)acetate